6-amino-1-((2S,4R)-2-((bis(4-methoxyphenyl)(phenyl)methoxy)methyl)-4-hydroxypyrrolidin-1-yl)hexan-1-one NCCCCCC(=O)N1[C@@H](C[C@H](C1)O)COC(C1=CC=CC=C1)(C1=CC=C(C=C1)OC)C1=CC=C(C=C1)OC